CN1C(N(C=2C1=CC=1C(=NN=C(C1C2)N[C@H](C)C2=C(C(=CC=C2)C(CN)(F)F)F)C)C)=O 1,3,8-trimethyl-5-[[(1R)-1-[3-(2-amino-1,1-difluoro-ethyl)-2-fluoro-phenyl]ethyl]amino]imidazo[4,5-g]phthalazin-2-one